2-{[(S)-3-methyl-1-piperidyl]methyl}-4-cyclopropyl-6-{4-[4-fluoro-2-(4-methyl-4H-1,2,4-triazol-3-yl)phenyl]-6-hydroxy-2-pyridyl}-1,6-dihydro-1,6-diaza-7-indenone C[C@@H]1CN(CCC1)CC=1NC=2C(N(C=C(C2C1)C1CC1)C1=NC(=CC(=C1)C1=C(C=C(C=C1)F)C1=NN=CN1C)O)=O